F[C@H]1CC=2N(N=C(C2)C2=CC=C(C=C2)F)C1 (5S)-5-fluoro-2-(4-fluorophenyl)-5,6-dihydro-4H-pyrrolo[1,2-b]Pyrazole